2',3'-dimethyl-biphenyl CC1=C(C=CC=C1C)C1=CC=CC=C1